(trifluoromethyl)quinolin-7-ol FC(F)(F)C1=NC2=CC(=CC=C2C=C1)O